5-(azetidin-3-yl)-2-[1-(trifluoromethyl)cyclopropyl]pyrimidine N1CC(C1)C=1C=NC(=NC1)C1(CC1)C(F)(F)F